25-methyl-22-oxa-2λ6-thia-1,4,5,7,20,25,32-heptaazahexacyclo-[24.2.2.13,6.117,21.08,16.09,13]dotriaconta-3,5,8,13,15,17,19,21(31)-octaene-2,2-dioxide CN1CCOC=2N=CC=C(C3=CC=C4CCCC4=C3NC3=NN=C(S(N4CCC1CC4)(=O)=O)N3)C2